(S)-tert-butyl 2-(7-Chloro-2-(1-hydroxycyclopropanecarbonyl)-1,2,3,4-tetrahydroisoquinolin-5-yl)pyrrolidine-1-carboxylate ClC1=CC(=C2CCN(CC2=C1)C(=O)C1(CC1)O)[C@H]1N(CCC1)C(=O)OC(C)(C)C